Methyl 2-(((1RS,2S)-2-((tert-butoxycarbonyl)amino)-1-cyano-3-(1H-indol-3-yl)propyl)amino)-5-(1H-pyrrolo[2,3-b]pyridin-3-yl)benzoate C(C)(C)(C)OC(=O)N[C@H]([C@H](C#N)NC1=C(C(=O)OC)C=C(C=C1)C1=CNC2=NC=CC=C21)CC2=CNC1=CC=CC=C21 |&1:9|